C(C(CCCCCCC)O)O 1,2-Nonandiol